C(C)[C@@]1(CC(CC=2C3=C(C(NC12)=O)SC(=C3)C=3C=NNC3)(F)F)O (S)-6-ethyl-8,8-difluoro-6-hydroxy-2-(1H-pyrazol-4-yl)-6,7,8,9-tetrahydrothieno[2,3-c]quinolin-4(5H)-one